(R)-2-methyl-N-(1-(2-(1-methyl-1H-pyrazol-4-yl)quinolin-4-yl)ethyl)-4-(2-oxo-2-(thiazol-5-ylamino)ethyl)benzamide CC1=C(C(=O)N[C@H](C)C2=CC(=NC3=CC=CC=C23)C=2C=NN(C2)C)C=CC(=C1)CC(NC1=CN=CS1)=O